N1CC(C1)OC1=CC(=C(S1)[C@H]1N([C@@H](CC2=C1NC1=CC=CC=C21)C)CC(CO[Si](C2=CC=CC=C2)(C2=CC=CC=C2)C(C)(C)C)(F)F)F (1S,3R)-1-(5-(azetidin-3-yloxy)-3-fluorothiophen-2-yl)-2-(3-((tert-butyldiphenylsilyl)oxy)-2,2-difluoropropyl)-3-methyl-2,3,4,9-tetrahydro-1H-pyrido[3,4-b]indole